C1(=CC=CC2=CC=CC=C12)C1(CC1)[C@H](C)OC([C@H](C)NC(=O)C1=NC=CC(=C1OCOC(C)=O)OC)=O (2S)-2-[[3-(acetoxymethoxy)-4-methoxy-pyridine-2-carbonyl]amino]propionic acid [(1S)-1-[1-(1-naphthyl) cyclopropyl] ethyl] ester